C(=O)O.ClC1=C(C(=CC=C1)Cl)N1CC(C1)C1=CC=C(CN2CCC(CC2)(C(=O)O)C)C=C1 1-(4-(1-(2,6-dichlorophenyl)azetidin-3-yl)benzyl)-4-methylpiperidine-4-carboxylic acid, formic acid salt